2-3-propyl-pyrrolidin-1-yl-butyric acid CCCC1N(CCC1)C(C(=O)O)CC